N1-{[3-(8-{[(3S,4R)-3-fluoro-1-methylpiperidin-4-yl]amino}-3-[(trifluoromethyl)sulfanyl]indolizin-2-yl)-1,2,4-oxadiazol-5-yl]methyl}-N4-methylbenzene-1,4-dicarboxamide F[C@H]1CN(CC[C@H]1NC1=CC=CN2C(=C(C=C12)C1=NOC(=N1)CNC(=O)C1=CC=C(C=C1)C(=O)NC)SC(F)(F)F)C